4-((2'-Chloro-4,5,5',6'-Tetrahydro-2H-Spiro[Furan-3,8'-Pyrano[3,4-b]Pyridin]-4'-yl)Oxy)-2-Methylbutan-2-ol ClC1=CC(=C2C(=N1)C1(OCC2)COCC1)OCCC(C)(O)C